NC=1C=C(C2=C(C(=CC=C2C1)F)C#C)C1=C(C=C2C(=NC(=NC2=C1F)OCC12CCC(CC1)(CC2)OC)N2C[C@H]1CC[C@@H](C2)N1)C(C)=O (7-(3-amino-8-ethynyl-7-fluoronaphthalen-1-yl)-4-((1r,5s)-3,8-diazabicyclo[3.2.1]oct-3-yl)-8-fluoro-2-((4-methoxybicyclo[2.2.2]oct-1-yl)methoxy)quinazolin-6-yl)ethan-1-one